C(C)OC(COC1=C2CCCC2=C(C(=C1)C)CC1=CC(=C(C=C1)O)C(C)C)=O.FC(SC1=CC=C(CSC2=CC=C(C(=O)N)C=C2)C=C1)(F)F 4-((4-((trifluoromethyl)thio)benzyl)thio)benzamide ethyl-2-((7-(4-hydroxy-3-isopropylbenzyl)-6-methyl-2,3-dihydro-1H-inden-4-yl)oxy)acetate